C1(CCCCC1)N1CCC2(OC3(CC3)C(N(C2)CC)=O)CC1 8-cyclohexyl-12-ethyl-4-oxa-8,12-diazadispiro[2.1.5.3]tridecan-13-one